CC1=CC=CC(=N1)OC1=CC=C(C=C1)C=1C(=C2N(N=CC=C2)C1C1=CC=C(C=C1)[N+](=O)[O-])C(=O)N 6-(4-((6-methylpyridin-2-yl)oxy)phenyl)-7-(4-nitrophenyl)pyrrolo[1,2-b]pyridazine-5-carboxamide